1-methyl-3-ethyl-2-imidazolidinone CN1C(N(CC1)CC)=O